N-(2-(2-(dimethylamino)ethoxy)-4-fluorophenyl)pyridine-3-carboxamide CN(CCOC1=C(C=CC(=C1)F)NC(=O)C=1C=NC=CC1)C